4-(8-Methylimidazo[1,2-a]pyridin-2-yl)aniline CC=1C=2N(C=CC1)C=C(N2)C2=CC=C(N)C=C2